N'-(propane-2,2-diylbis(6-fluoro-3,1-phenylene))bis(3-nitrobenzamide) CC(C)(C=1C=C(C(=CC1)F)C1=C(C(=O)N)C=CC=C1[N+](=O)[O-])C=1C=C(C(=CC1)F)C1=C(C(=O)N)C=CC=C1[N+](=O)[O-]